N,N'-[(octahydro-1,3,5,7-tetraoxobenzo[1,2-c:4,5-c']dipyrrole-2,6(1H,3H)-diyl)bis(3-methoxy-4,1-phenylene)]bis[4-amino-benzamide] O=C1C2C(C(N1C1=C(C=C(C=C1)NC(C1=CC=C(C=C1)N)=O)OC)=O)CC1C(C(N(C1=O)C1=C(C=C(C=C1)NC(C1=CC=C(C=C1)N)=O)OC)=O)C2